O1C(=NC(C1[2H])([2H])[2H])[2H] oxazoline-d4